BrC=1SC2=C3C(CCCOC13)=C(NC2=O)C(=O)N2CC(C2)O 1-bromo-5-(3-hydroxyazetidine-1-carbonyl)-4,6,7,8-tetrahydro-3H-9-oxa-2-thia-4-azabenzo[cd]-azulen-3-one